OCC(C)(CO)NC(=O)C=1C=2C[C@@H]3[C@H](C2N(N1)C=1C=NC(=CC1)Cl)C3 (1aR,5aR)-2-(6-Chloro-pyridin-3-yl)-1a,2,5,5a-tetrahydro-1H-2,3-diaza-cyclopropa[a]pentalene-4-carboxylic acid (2-hydroxy-1-hydroxymethyl-1-methyl-ethyl)-amide